4,4'-Difluorobenzophenon FC1=CC=C(C(=O)C2=CC=C(C=C2)F)C=C1